C1(CCCCC1)C1=C2C=C(N=CC2=CC=N1)NC1CCN(CC1)C(=O)OC(C)(C)C tert-butyl 4-((5-cyclohexyl-2,6-naphthyridin-3-yl)amino)piperidine-1-carboxylate